ClC=1CC(=CCC1)C(C1=CC=CC=C1)O 3-chloro-2,5-dihydrophenylbenzyl alcohol